7-methylisoquinolin-1-one CC1=CC=C2C=CNC(C2=C1)=O